OCC1=CC=C(C(=O)[NH-])C=C1 4-Hydroxymethylbenzoylamide